CC(C)(CCC(C)(OOC(C)(C)C)C)OOC(C)(C)C 2,5-dimethyl-2,5-DI(tert-butylperoxy)hexane